CC1=CC(=C(C=C1)O)N2N=C3C=CC=CC3=N2 2-(2-benzotriazolyl)-p-cresol